[N+](=O)([O-])C1=C(COC(=O)NC2=C(C=CC=C2)NC(=O)OCC2=C(C=CC=C2)[N+](=O)[O-])C=CC=C1 bis{[(2-nitrobenzyl)oxy]carbonyl}phenylenediamine